CC=1C(=NC(=NC1)NC1=CC=C(C=C1)N1CCN(CC1)C)N1OCCC1C1=CC=CC=C1 5-methyl-N-(4-(4-methylpiperazin-1-yl)phenyl)-4-(3-phenylisoxazolidin-2-yl)pyrimidin-2-amine